COC1=C(C=CC=C1)N1CCN(CC1)C(=O)C1=CC=C(C=C1)S(=O)(=O)N1N=C(N=C1)C1=CC=CC=C1 (4-(2-methoxyphenyl)piperazin-1-yl)(4-((3-phenyl-1H-1,2,4-triazol-1-yl)-sulfonyl)phenyl)methanone